C1(CCCC1)CC(=O)N[C@H](C(=O)NCC=1C=C2CN(C(C2=CC1)=O)C1C(NC(CC1)=O)=O)C1=CC=C(C=C1)F (2S)-2-(2-Cyclopentylacetylamino)-N-((2-(2,6-dioxopiperidin-3-yl)-1-oxoisoindoline-5-yl)methyl)-2-(4-fluorophenyl)acetamide